1-(5-methoxy-2-methyl-4-nitrophenyl)piperidine-4-carboxaldehyde COC=1C(=CC(=C(C1)N1CCC(CC1)C=O)C)[N+](=O)[O-]